[C-]#N.C(CC)[N+]1=CC=C(C=C1)C 1-Propyl-4-methylpyridinium cyanide